OC1CCN(CC1)C(=O)O[C@@H]1CC[C@H](CC1)C(N(C[C@@H]1CC[C@H](CC1)C1=CC(=C(C=C1)OC)C)C1=NC=CC(=C1)C=1C=NN(C1)C(C)(C)C)=O trans-4-((4-(1-(tert-Butyl)-1H-pyrazol-4-yl)pyridin-2-yl)((trans-4-(4-methoxy-3-methylphenyl)cyclohexyl)methyl) carbamoyl)cyclohexyl 4-hydroxypiperidine-1-carboxylate